triglycidyl-methylglycine disodium salt [Na+].[Na+].C(C1CO1)C(N(C)CC1CO1)(C(=O)[O-])CC1CO1.C(C1CO1)C(N(CC1CO1)C)(C(=O)[O-])CC1CO1